Azaboratriphenylene B1=NC=CC=2C3=CC=CC=C3C3=CC=CC=C3C12